NC1=NC=C(C=N1)C=1C=C(C=C(C1)N1CCOCC1)S(=O)(=O)C1CN(C1)C(=O)N(C)C 3-((3-(2-aminopyrimidin-5-yl)-5-morpholinophenyl)sulfonyl)-N,N-dimethylazetidine-1-carboxamide